ClC=1C=C(C=CC1C)CNC1=C2C(=NC(=N1)NCC(C1=C(C=CC=C1)OC)NC(OC(C)(C)C)=O)N(N=C2)C tert-butyl N-[2-[[4-[(3-chloro-4-methyl-phenyl)methylamino]-1-methyl-pyrazolo[3,4-d]pyrimidin-6-yl]amino]-1-(2-methoxyphenyl)ethyl]carbamate